(R,S)-butyl 3,4-dimethylcyclohexanecarboxylate C[C@H]1C[C@@H](CCC1C)C(=O)OCCCC